7-methoxy-6-(3,3,3-trifluoroprop-1-en-2-yl)imidazo[1,2-a]pyridine COC1=CC=2N(C=C1C(=C)C(F)(F)F)C=CN2